CC1=CC=C(CC(C(=O)C2=CC=C(C=C2)N2CCOCC2)(CC)N(C)C)C=C1.[O].[Y].[Ni] nickel-yttrium oxygen 2-(4-Methylbenzyl)-2-(dimethylamino)-1-[4-(4-morpholinyl)phenyl]-1-butanone